C1(=CC=CC=C1)COC(=O)N1C(CC=CC1)CNC1=C2CN(C(C2=CC=C1Br)=O)C(C(=O)N)CCC(=O)OC(C)(C)C (((2-(1-amino-5-(tert-butoxy)-1,5-dioxo-pentan-2-yl)-5-bromo-1-oxoisoindolin-4-yl)amino)methyl)-3,6-dihydropyridine-1(2H)-carboxylic acid phenylmethyl ester